butyl 4-((methylsulfonyl)oxy)piperidine-1-carboxylate CS(=O)(=O)OC1CCN(CC1)C(=O)OCCCC